C(C1CO1)OCCC[Si](O[Si](CCCOCC1CO1)(C)C)(C)C 1,3-bis-(glycidoxypropyl)tetramethyl-disiloxane